FC(C(=O)O)(CCCCCCCCCCCCCCCC)F.C(CCCCC)C(CCC(C(=O)NCCCCCCCCCC)CCN(C)C)CCCCCC 3-hexyl-nonyl-[N-decyl-4-(dimethylamino)butyramide] 2,2-difluorooctadecanoate